N1C=NC(=C1)CCN 2-(1H-imidazol-4-yl)ethan-1-amine